3-(3,4-dimethoxyphenyl)-N-propyl-imidazo[1,2-b]pyridazin-6-amine COC=1C=C(C=CC1OC)C1=CN=C2N1N=C(C=C2)NCCC